C(=O)(O)[C@H]([C@@H](C(=O)[O-])OC(C1=CC=C(C=C1)C)=O)OC(C1=CC=C(C=C1)C)=O.O=C1N[C@H]2[C@@H](OC1)CC[NH2+]C2 (4aR,8aS)-3-oxooctahydro-2H-pyrido[4,3-b][1,4]oxazin-6-ium (2S,3S)-3-carboxy-2,3-bis((4-methylbenzoyl)oxy)propanoate salt